FC(C(OC1=C(C(=C(C(=C1F)F)F)F)F)(F)F)(CCC(F)(F)F)F heptafluoropentyl-oxypentafluorobenzene